N-(5-((6-((R)-3-(2,3-difluorophenyl)-isoxazolidine-2-yl)pyrimidine-4-yl)amino)-2-(4-((R)-3,4-dimethylpiperazine-1-yl)piperidine-1-yl)-4-methoxyphenyl)acrylamide FC1=C(C=CC=C1F)[C@@H]1N(OCC1)C1=CC(=NC=N1)NC=1C(=CC(=C(C1)NC(C=C)=O)N1CCC(CC1)N1C[C@H](N(CC1)C)C)OC